C([C@H]1CO1)OS(=O)(=O)C1=CC(=CC=C1)[N+](=O)[O-] 3-nitrobenzenesulfonic acid (R)-glycidyl ester